tert-butyl 5-(2-ethoxy-2-oxoethoxy)-3-isopropyl-2-(2-methylpyridin-4-yl)-1H-indole-1-carboxylate C(C)OC(COC=1C=C2C(=C(N(C2=CC1)C(=O)OC(C)(C)C)C1=CC(=NC=C1)C)C(C)C)=O